Chloromethylethylaluminum ClC[Al]CC